O=C1NC(CCC1N1C(C2=CC=CC(=C2C1=O)N1CCC(CC1)COC1=CC(=C2C(NC(=NC2=C1)CSC1CCOCC1)=O)F)=O)=O 2-(2,6-dioxopiperidin-3-yl)-4-(4-(((5-fluoro-4-oxo-2-(((tetrahydro-2H-pyran-4-yl)thio)methyl)-3,4-dihydroquinazolin-7-yl)oxy)methyl)piperidin-1-yl)isoindoline-1,3-dione